(terphenylyl)(triphenyleneyl)dibenzothiophene C1(=C(C=CC=C1)C1=C(C2=C(SC3=C2C=CC=C3)C=C1)C1=CC=CC=3C2=CC=CC=C2C2=CC=CC=C2C13)C=1C(=CC=CC1)C1=CC=CC=C1